5-fluoro-N-[1-(4-fluorophenyl)cyclopropyl]-4-(3-oxo-5,6,7,8-tetrahydro[1,2,4]triazolo[4,3-a]-pyridin-2(3H)-yl)-2-{[(2S)-1,1,1-trifluoropropan-2-yl]oxy}benzamide FC=1C(=CC(=C(C(=O)NC2(CC2)C2=CC=C(C=C2)F)C1)O[C@H](C(F)(F)F)C)N1N=C2N(CCCC2)C1=O